Cl.FC(C1=CC=C(OC2=C3CCNCC3=CC=C2)C=C1)(F)F 5-(4-(trifluoromethyl)phenoxy)-1,2,3,4-tetrahydroisoquinoline hydrochloride